FC(C=1C=C2C(=CC=NC2=CC1)NC[C@@H]1CC[C@H](CC1)C(=O)N1CCN(CC1)C1=CC=C(C=C1)Cl)(F)F trans-1-{{4-{[(6-trifluoromethylquinolin-4-yl)amino]methyl}cyclohexyl}formyl}-4-(4-chlorophenyl)piperazine